C1C=2N(C=CC(N1)=O)C=CC2 pyrrolo[1,2-a][1,4]diazepin-3(1H)-one